(1R,3r,5S)-bicyclo[3.1.0]hexane [C@@H]12CCC[C@H]2C1